5-[1-(2,2-Difluoro-cyclopropylmethyl)-1H-pyrazol-4-yl]-1-methyl-4-phenyl-1H-pyridin-2-one FC1(C(C1)CN1N=CC(=C1)C=1C(=CC(N(C1)C)=O)C1=CC=CC=C1)F